FC=1C=C(CNCCCCOCCOC2=NC3=C(C4=CN=CC=C24)C=CC=C3)C=C(C1)CO 5-(2-(4-((3-fluoro-5-(hydroxymethyl)benzyl)amino)butoxy)ethoxy)benzo[c][2,6]naphthyridine